5-[5-(1H-1,3-benzodiazol-4-yl)-1,3,4-oxadiazol-2-yl]-2-[(2,2-difluoro-ethyl)amino]benzonitrile N1C=NC2=C1C=CC=C2C2=NN=C(O2)C=2C=CC(=C(C#N)C2)NCC(F)F